BrC1=CC(=C2C(=NN(C2=C1)C(=O)OC(C)(C)C)O)Cl tert-butyl 6-bromo-4-chloro-3-hydroxyindazole-1-carboxylate